cyclopentanedione (nonylphenyl)phosphite C(CCCCCCCC)C1=C(C=CC=C1)OP(O)O.C1(C(CCC1)=O)=O